(S)-2-amino-3,3-dicyclopropyl-N-(4-((S)-2-methoxy-1-((S)-2-oxo-4-(trifluoromethyl)imidazolidin-1-yl)ethyl)pyridin-2-yl)propanamide hydrochloride Cl.N[C@H](C(=O)NC1=NC=CC(=C1)[C@@H](COC)N1C(N[C@@H](C1)C(F)(F)F)=O)C(C1CC1)C1CC1